C(C1=CC=CC=C1)C=1C(=C(C=CC1)C)C benzyl-1,2-dimethylbenzene